(R)-3-(p-fluorophenyl)-1-(p-methylphenyl)-propan-1-ol FC1=CC=C(C=C1)CC[C@@H](O)C1=CC=C(C=C1)C